C(C1=CC=CC=C1)OC=1C(C(=CN2C1C(N1[C@H](C=C[C@H]([C@H]2C1)OC)C)=O)C(=O)NCC1=C(C=C(C=C1F)F)F)=O (3S,6R,7R)-12-(benzyloxy)-6-methoxy-3-methyl-1,11-dioxo-N-(2,4,6-trifluorobenzyl)-1,6,7,11-tetrahydro-3H-2,7-methanopyrido[1,2-a][1,4]diazonine-10-carboxamide